2-(6-(azetidin-3-yl)pyridazin-3-yl)-5-(2-methylpyrazolo[1,5-a]pyridin-5-yl)phenol N1CC(C1)C1=CC=C(N=N1)C1=C(C=C(C=C1)C1=CC=2N(C=C1)N=C(C2)C)O